6-(5-(((1-(2-chloro-5-fluoropyridin-3-yl)ethoxy)carbonyl)amino)-1-methyl-1H-pyrazol-4-yl)nicotinic acid ClC1=NC=C(C=C1C(C)OC(=O)NC1=C(C=NN1C)C1=NC=C(C(=O)O)C=C1)F